ethyl 4-(methylthio)butyrate CSCCCC(=O)OCC